rac-Benzyl 3-(hydroxymethyl)[1,4'-bipiperidine]-1'-carboxylate OC[C@H]1CN(CCC1)C1CCN(CC1)C(=O)OCC1=CC=CC=C1 |r|